C(C)(=O)N1CC2=C(CC1)N(N=C2N2CCCC1=CC(=C(C=C21)C(F)F)C=2C=NN(C2)C)C2CCN(CC2)CCCC=O 4-(4-(5-Acetyl-3-(7-(difluoromethyl)-6-(1-methyl-1H-pyrazol-4-yl)-3,4-dihydroquinolin-1(2H)-yl)-4,5,6,7-tetrahydro-1H-pyrazolo[4,3-c]pyridin-1-yl)piperidin-1-yl)butanal